N-(4-chloro-2-nitrophenyl)pyridine-2-amine ClC1=CC(=C(C=C1)NC1=NC=CC=C1)[N+](=O)[O-]